C(C)(C)(C)OC(=O)NCCOCC(C)(C)S(=O)(=O)C1(CC1)CN1C(C2=C(CC1)C(=NN2C)C(=O)OCC)=O ethyl 6-((1-((1-(2-((tert-butoxycarbonyl)amino)ethoxy)-2-methylpropan-2-yl)sulfonyl)cyclopropyl)methyl)-1-methyl-7-oxo-4,5,6,7-tetrahydro-1H-pyrazolo[3,4-c]pyridine-3-carboxylate